OC(COC=1C(=O)O[C@@H](C1OCCCCCCCCCCCCCC)[C@@H](O)CO)(C)C 2-O-(2-hydroxyisobutyl)-3-O-tetradecyl-ascorbic acid